5-tert-butyl-2,4-toluenediamine C(C)(C)(C)C1=C(C=C(C(C)=C1)N)N